CNC=1C=C2C=CC(=CC2=CC1)S(=O)(=O)Cl 6-(methylamino)naphthalene-2-sulfonyl chloride